COCOC1=C(C=C(C=C1)CC)C(=CC1N(CCCC1)C)C1=CC=CC=C1 2-[2-(2-methoxymethyloxy-5-ethyl-phenyl)-2-phenyl-vinyl]-N-methylpiperidine